3-(5-((4-((5-chloro-4-(5-(cyclopropylmethyl)-1-methyl-1H-pyrazol-4-yl)pyrimidin-2-yl)amino)piperidin-1-yl)methyl)-4-fluoro-1-oxoisoindolin-2-yl)piperidine-2,6-dione ClC=1C(=NC(=NC1)NC1CCN(CC1)CC=1C(=C2CN(C(C2=CC1)=O)C1C(NC(CC1)=O)=O)F)C=1C=NN(C1CC1CC1)C